C(CCCOCCCN)OCCCN 3,3'-[1,4-butanediylbis(oxy)]bis-1-propanamine